B([O-])([O-])Br.[K+].[K+] Potassium bromoborate